FC(C(=O)O)(F)F.O=C([C@H](C)NC(=O)[C@@H]1NC[C@H](C1)C1=CC=CC=C1)NCC=1C=C2C(=NC1)SC=C2 (2R,4R)-N-((S)-1-oxo-1-((Thieno[2,3-b]pyridin-5-ylmethyl)amino)propan-2-yl)-4-phenylpyrrolidine-2-carboxamide Trifluoroacetate salt